BrC1=CC=C(C=C1)C1=CC=C(C=C1)C1=CC(=CC(=C1)C1=CC=C(C=C1)C1=CC=C(C=C1)Br)C1=CC=C(C=C1)C1=CC=C(C=C1)Br 1,3,5-tris(4-bromo-1,1'-biphenyl-4'-yl)benzene